C(C)(=O)C1=C(C=CC2=C1N(CN(S2(=O)=O)[C@@H]([C@H](C)C2=C(C(=CC=C2F)C)C)C2=NNC(O2)=O)C)Cl 5-((1S,2R)-1-(5-acetyl-6-chloro-4-methyl-1,1-dioxido-3,4-dihydro-2H-benzo[e][1,2,4]thiadiazin-2-yl)-2-(6-fluoro-2,3-dimethylphenyl)propyl)-1,3,4-oxadiazol-2(3H)-one